5-(5-Chloro-2-{[(3R)-3-methyl-3,4-dihydroisoquinolin-2(1H)-yl]carbonyl}-phenyl)-1,2-dimethyl-1H-pyrrole-3-carboxylic acid ClC=1C=CC(=C(C1)C1=CC(=C(N1C)C)C(=O)O)C(=O)N1CC2=CC=CC=C2C[C@H]1C